CC1(CC[C@H](O1)[C@@]1(CN(CC1)C(C)(C)C=1C=NC(=CC1)C)CCC1=NC=C(C=C1)F)C 2-(2-((S)-3-((S)-5,5-dimethyltetrahydro-furan-2-yl)-1-(2-(6-methylpyridin-3-yl)propan-2-yl)pyrrolidin-3-yl)ethyl)-5-fluoropyridine